C1(CCCCCCCCC(N1[NH-])=O)=O sebacimidyl-amide